N1-(2,2-difluoro-2-phenylethyl)-N2-(1H-pyrrolo[3,2-b]pyridin-3-yl)oxalamide FC(CNC(C(=O)NC1=CNC=2C1=NC=CC2)=O)(C2=CC=CC=C2)F